NC1=NN2C(C=C(C=C2)C=2C=NN(C2)CC(=O)NC2=CC(=CC=C2)C2CC2)=N1 2-[4-(2-Amino-[1,2,4]triazolo[1,5-a]pyridin-7-yl)pyrazol-1-yl]-N-(3-cyclopropylphenyl)acetamide